6-fluoro-2-((1-(methylsulfonyl)piperidin-4-yl)amino)-8-(spiro[2.4]heptan-4-yl)pyrido[2,3-d]pyrimidin-7(8H)-one FC1=CC2=C(N=C(N=C2)NC2CCN(CC2)S(=O)(=O)C)N(C1=O)C1C2(CC2)CCC1